C1=C(C=CC2=CC=CC=C12)C1=CC=C(OC2=C(N=NN2)C(=O)O)C=C1 5-(4-(naphthalen-2-yl)phenoxy)-1H-1,2,3-triazole-4-carboxylic acid